1-(4-(((6-(3-(2-(4-(((1-acetylpiperidin-4-yl)amino)methyl)-3-methoxyphenyl)-3-fluoropyridin-4-yl)-2-chlorophenyl)-2-methoxypyridin-3-yl)methyl)amino)piperidin-1-yl)ethan-1-one C(C)(=O)N1CCC(CC1)NCC1=C(C=C(C=C1)C1=NC=CC(=C1F)C=1C(=C(C=CC1)C1=CC=C(C(=N1)OC)CNC1CCN(CC1)C(C)=O)Cl)OC